N1C[C@@H](CC1)CNC(OC(C)(C)C)=O tertbutyl (R)-(pyrrolidin-3-ylmethyl)carbamate